ClC1=C(C=C(C=C1)N1N=C(N=C1CN)CF)F 1-[1-(4-chloro-3-fluorophenyl)-3-(fluoromethyl)-1H-1,2,4-triazol-5-yl]methanamine